CC1(C(CC1)C1CC2(CCCC1C2)C)C 7-(2,2-dimethylcyclobutyl)-5-methylbicyclo[3.2.1]octane